tert-butyl ((R)-1-((R)-3-hydroxypyrrolidin-1-yl)-3-(4-methoxyphenyl)-1-oxopropan-2-yl)carbamate O[C@H]1CN(CC1)C([C@@H](CC1=CC=C(C=C1)OC)NC(OC(C)(C)C)=O)=O